N1CCNCCNCCNCCC1 1,4,7,10-tetraazacyclotridecane